FC1(CNCC[C@@H]1C1=CC=CC=2N(CCOC21)N2C(CCCC2=O)=O)F 8-[(4R)-3,3-difluoro-4-piperidyl]-2,3-dihydro-1,4-benzoxazin-4-ylpiperidine-2,6-dione